ClC=1C2=C(SC1C(=O)NC1=NC(=C(C(=C1C)C)O)C)C=CC=C2 3-Chloro-N-(5-hydroxy-3,4,6-trimethylpyridin-2-yl)benzo[b]thiophen-2-carboxamid